2-({3-[(1R)-1-amino-1-cyclobutylethyl]-1-methylpyrazolo[3,4-c]pyridin-5-yl}amino)-7,7-dimethyl-7,8-dihydro-5H-pyrano[4,3-b]pyridin-5-one N[C@](C)(C1CCC1)C1=NN(C2=CN=C(C=C21)NC2=CC=C1C(=N2)CC(OC1=O)(C)C)C